1-(2'-fluoro-[1,1'-biphenyl]-4-yl)-N-(6-methylpyridin-3-yl)azetidine-3-carboxamide FC1=C(C=CC=C1)C1=CC=C(C=C1)N1CC(C1)C(=O)NC=1C=NC(=CC1)C